3-(1,5-dimethyl-4-hexenyl)-6-methylenecyclohexene CC(CCC=C(C)C)C1C=CC(CC1)=C